2,5-dioxopyrrole-1-formate O=C1N(C(C=C1)=O)C(=O)[O-]